CS(=O)(=O)OC1(CC1)NC(=O)OCC1=CC=CC=C1 1-((((benzyloxy) carbonyl) amino) cyclopropyl) methanesulfonate